C(#N)[C@@]1(COCC2=CC=C(C=C12)C(=O)NCC1=NC=CC(=C1)C1CN(CC1)C1=NC(=CC=C1)C(F)F)C (4R)-4-Cyano-N-((4-(1-(6-(difluoromethyl)pyridin-2-yl)pyrrolidin-3-yl)pyridin-2-yl)methyl)-4-methylisochromane-6-carboxamide